cholesterol diacetate C(C)(=O)O.C(C)(=O)O.CC(C)CCC[C@@H](C)[C@H]1CC[C@H]2[C@@H]3CC=C4C[C@@H](O)CC[C@]4(C)[C@H]3CC[C@]12C